C(C)(C)(C)OC(=O)N1[C@@H](CN(C[C@@H]1C)C1=C2N=CC(=NC2=C(C=C1)C(NC=1C=C(C=2N(C1)C=C(N2)C)F)=O)C)C (2R,6S)-4-[8-({8-fluoro-2-methylimidazo[1,2-a]pyridin-6-yl}carbamoyl)-2-methylquinoxalin-5-yl]-2,6-dimethylpiperazine-1-carboxylic acid tert-butyl ester